(R)-3-[4-(Ethylsulfonimidoyl)anilino]-5-(methylamino)-6-(3-methylimidazo[4,5-c]pyridin-7-yl)pyrazin-2-carboxamid C(C)[S@](=O)(=N)C1=CC=C(NC=2C(=NC(=C(N2)NC)C=2C3=C(C=NC2)N(C=N3)C)C(=O)N)C=C1